NCC=1C(=NC=CC1)N(S(=O)(=O)C)C N-(3-(aminomethyl)pyridin-2-yl)-N-methyl-methanesulfonamide